2-(3-((2-methoxypropyl)amino)-1,1-dioxido-4H-benzo[e][1,2,4]thiadiazin-5-yl)benzonitrile COC(CNC1=NS(C2=C(N1)C(=CC=C2)C2=C(C#N)C=CC=C2)(=O)=O)C